C1#CC(=CCCCCC1)C=1C#CCCCCCC1 Bicyclononynen